FC=1C=CC=C(C1)C1(CCCC1)C(=O)O 5-fluorophenyl-cyclopentane-1-carboxylic acid